2-[(1S,2S,4R,8S,9S,11S,12S,13R)-11-Hydroxy-9,13-dimethyl-16-oxo-6-propyl-5,7-dioxapentacyclo[10.8.0.02,9.04,8.013,18]icosa-14,17-dien-8-yl]-2-oxoethyl methanesulfonate CS(=O)(=O)OCC(=O)[C@@]12OC(O[C@@H]1C[C@H]1[C@@H]3CCC4=CC(C=C[C@@]4([C@H]3[C@H](C[C@]21C)O)C)=O)CCC